4-(2-(pyrrolidin-1-yl)-4-(trifluoromethyl)benzyl)piperazine-1-carboxylic acid 1,1,1,3,3,3-hexafluoropropan-2-yl ester methanesulfonate CS(=O)(=O)O.FC(C(C(F)(F)F)OC(=O)N1CCN(CC1)CC1=C(C=C(C=C1)C(F)(F)F)N1CCCC1)(F)F